CN1CCCC2=CC(=CC=C12)N 1-methyl-1,2,3,4-tetrahydroquinolin-6-amine